CC=1C(=C(C=C(C1)C(F)(F)F)NS(=O)(=O)C)C=1N=NC(=CC1)N[C@H]1CN(CCC1)C (R)-N-(3-methyl-2-(6-((1-methylpiperidin-3-yl)amino)pyridazin-3-yl)-5-(trifluoromethyl)phenyl)methanesulfonamide